(2S,6R)-2,6-dimethyl-4-(5-(4,4,5,5-tetramethyl-1,3,2-dioxaborolane-2-yl)pyridine-2-yl)morpholine C[C@H]1CN(C[C@H](O1)C)C1=NC=C(C=C1)B1OC(C(O1)(C)C)(C)C